C(OC1CCC2C3CCC4CCCC4C3CCC2=C1)(OCCN1CCCC1)=O 2,3,6,7,8,9,10,11,12,13,14,15,16,17-tetradecahydro-1H-cyclopenta[a]phenanthren-3-yl (2-(pyrrolidin-1-yl)ethyl) carbonate